O.O.O.O.O.O.[Cl-].[Cl-].[Ca+2] The molecule is a hydrate that is the hexahydrate form of calcium chloride. It is a calcium salt, a hydrate, an inorganic chloride and a halide mineral. It contains a calcium dichloride.